2-((5-Bromo-2-((2-methoxy-5-(1-methyl-1H-pyrazol-4-yl)-4-(4-(4-methylpiperazine-1-yl)piperidin-1-yl)phenyl)amino)pyrimidin-4-yl)amino)-N,N-dimethylbenzamide BrC=1C(=NC(=NC1)NC1=C(C=C(C(=C1)C=1C=NN(C1)C)N1CCC(CC1)N1CCN(CC1)C)OC)NC1=C(C(=O)N(C)C)C=CC=C1